COP(=O)(O)O.COCCN1N=C(C(=C1)NC(=O)C1=CC=C(O1)C=1C=NN(C1)[Na])C1=NC=CC=C1 (4-(5-((1-(2-methoxyethyl)-3-(pyridin-2-yl)-1H-pyrazol-4-yl)carbamoyl)furan-2-yl)-1H-pyrazol-1-yl)sodium methyl-phosphate